FC(=CC=1C(=C(C=CC1)C1=C(C(=CC=C1)OCCCN1CC(CC1)O)C)C)C=1C=CC(=C(OCC=2C=NC=C(C#N)C2)C1)C=O 5-((5-(1-fluoro-2-(3'-(3-(3-hydroxypyrrolidin-1-yl)propoxy)-2,2'-dimethyl-[1,1'-biphenyl]-3-yl)vinyl)-2-formylphenoxy)methyl)nicotinonitrile